(1S,9S,10S)-3,5-dibromo-4-hydroxy-17-methyl-17-azatetracyclo[7.5.3.01,10.02,7]-heptadeca-2(7),3,5-triene BrC=1C=2[C@@]34[C@@H]([C@H](CC2C=C(C1O)Br)N(CC4)C)CCCC3